7-(methylsulfonyl)-2-(4-(trifluoromethyl)phenyl)benzo[d]imidazo[2,1-b]thiazole CS(=O)(=O)C1=CC2=C(N3C(S2)=NC(=C3)C3=CC=C(C=C3)C(F)(F)F)C=C1